pyrrole-3-carboxamide N1C=C(C=C1)C(=O)N